NC1=CC(=C(C(=O)NCC2(CCCCCC2)C2=C(C=C(C=C2)F)Cl)C=C1Cl)OC 4-amino-5-chloro-N-((1-(2-chloro-4-fluorophenyl)cycloheptyl)methyl)-2-methoxybenzamide